[(4S)-5,5-difluoro-7-hydroxy-1-(4,4,4-trifluorobutyl)-3-(trifluoromethyl)-6,7-dihydro-4H-indazol-4-yl] benzoate C(C1=CC=CC=C1)(=O)O[C@H]1C=2C(=NN(C2C(CC1(F)F)O)CCCC(F)(F)F)C(F)(F)F